OC(CN(O)CC(CC)O)CC N,N-bis(2-hydroxybutyl)-hydroxylamine